O1C=CC2=C1C(=CC=C2)C=2C=C1CCN(CC1=CC2)C(=O)NC2=CNC1=CC=CC=C21 6-(benzofuran-7-yl)-N-(1H-indol-3-yl)-3,4-dihydroisoquinoline-2(1H)-carboxamide